FC(C(C(F)(F)F)(O)C1=CC=C(C=C1)C1=CC=C(C=C1)CN1C[C@@H](N(CC1)CC1=CC=NC=C1)C(=O)O)(F)F (R)-4-((4'-(1,1,1,3,3,3-hexafluoro-2-hydroxypropan-2-yl)-[1,1'-biphenyl]-4-yl)methyl)-1-(pyridin-4-ylmethyl)piperazine-2-carboxylic acid